CN1C(=NN=C1)C[C@@H](C)C=1C=C(C=CC1)NC(C1=NC(=CC(=C1)S(NC)(=O)=O)C(F)(F)F)=O (R)-N-(3-(1-(4-methyl-4H-1,2,4-triazol-3-yl)propan-2-yl)phenyl)-4-(N-methylsulfamoyl)-6-(trifluoromethyl)picolinamide